C1(=CC=CC=C1)S(=O)(=O)N1C=C(C2=CC=C(C=C12)C1=CN(C(=C1)C#N)COCC[Si](C)(C)C)C1=NC(=NC=C1C(F)(F)F)N[C@@H]1CN(CCC1)C(=O)OC(C)(C)C Tert-butyl (3S)-3-[[4-[1-(benzenesulfonyl)-6-[5-cyano-1-(2-trimethylsilylethoxymethyl) pyrrol-3-yl] indol-3-yl]-5-(trifluoromethyl) pyrimidin-2-yl] amino]piperidine-1-carboxylate